(9H-fluoren-2-yl)benzothiazoleN C1=C(C=CC=2C3=CC=CC=C3CC12)C1=NSC2=C1C=CC=C2